C(#N)C1=C(SC2=C1C(=NC=C2F)C=2C1=C(C=3C=NC(=NC3C2F)N2[C@H](C[C@H](C2)N2CCN(CC2)C)C)COC1)NC(OC(C)(C)C)=O tert-Butyl (3-cyano-7-fluoro-4-(5-fluoro-3-((2S,4R)-2-methyl-4-(4-methylpiperazin-1-yl)pyrrolidin-1-yl)-7,9-dihydrofuro[3,4-f]quinazolin-6-yl)thieno[3,2-c]pyridin-2-yl)carbamate